1-((3S,4R)-3-fluoro-4-((4-((5-(furan-2-yl)-2-methoxyphenyl)amino)-7-methoxyquinazolin-6-yl)oxy)piperidin-1-yl)prop-2-en-1-one F[C@H]1CN(CC[C@H]1OC=1C=C2C(=NC=NC2=CC1OC)NC1=C(C=CC(=C1)C=1OC=CC1)OC)C(C=C)=O